C(C1=CC=CC=C1)(=O)C1=C(C(OC1N(C)C)=O)C1=CC=CC=C1 4-benzoyl-5-(dimethylamino)-3-phenylfuran-2(5H)-one